3-(2-(difluoromethoxy)-4-fluoro-3-methylphenyl)-4,5-dimethyl-5-(trifluoromethyl)tetrahydrofuran-2-carboxylic acid FC(OC1=C(C=CC(=C1C)F)C1C(OC(C1C)(C(F)(F)F)C)C(=O)O)F